2-(2,6-Dichloro-phenyl)-5-[4-(4-methyl-piperazine-1-carbonyl)-phenylamino]-2H-[1,2,3]triazole-4-carboxylic acid amide ClC1=C(C(=CC=C1)Cl)N1N=C(C(=N1)C(=O)N)NC1=CC=C(C=C1)C(=O)N1CCN(CC1)C